Dimethyl-Benzyl-Carbinol CC(O)(CC1=CC=CC=C1)C